2,2-di-(tertbutylperoxy)-butane C(C)(C)(C)OOC(C)(CC)OOC(C)(C)C